4-phenylsulphonyl-biphenyl C1(=CC=CC=C1)S(=O)(=O)C1=CC=C(C=C1)C1=CC=CC=C1